2-(4-(3-(3,4-Dichlorophenyl)ureido)phenyl)-N-methyl-1,5-naphthyridine-4-carboxamide ClC=1C=C(C=CC1Cl)NC(NC1=CC=C(C=C1)C1=NC2=CC=CN=C2C(=C1)C(=O)NC)=O